6-{[(1R)-1-(4-chlorophenyl)-7-fluoro-5-[1-hydroxy-1-(1,3-thiazol-4-yl)propyl]-1-(2-hydroxyethoxy)-3-oxo-2,3-dihydro-1H-isoindol-2-yl]methyl}pyridine-3-carbonitrile ClC1=CC=C(C=C1)[C@@]1(N(C(C2=CC(=CC(=C12)F)C(CC)(C=1N=CSC1)O)=O)CC1=CC=C(C=N1)C#N)OCCO